O=C1N=CN=C2C=CC=3C(=C12)SC(N3)C#N 9-oxo-thiazolo[5,4-f]quinazoline-2-carbonitrile